4-(3-methyl-2,3,4,5-tetrahydropyridin-6-yl)-2,3-dihydro-1H-pyridin-6-one CC1CN=C(CC1)C=1CCNC(C1)=O